2-(2-((3R,4R)-3-Amino-4-fluoropiperidin-1-yl)-1H-benzo[d]imidazol-1-yl)-1-(azetidin-1-yl)ethan-1-on N[C@@H]1CN(CC[C@H]1F)C1=NC2=C(N1CC(=O)N1CCC1)C=CC=C2